COC(COCCCCCC)OC n-hexyloxyacetaldehyde dimethyl acetal